O.O.[N+](=O)([O-])[O-].[Pb+2].[N+](=O)([O-])[O-] lead(II) nitrate dihydrate